10-bromo-benzo[G]isoquinoline BrC=1C2=C(C=C3C=CN=CC13)C=CC=C2